C1(C=CC(N1C1=CC=C(OC2=CC=C(C=C2)C(C)C2=CC=C(C=C2)OC2=CC=C(C=C2)N2C(C=CC2=O)=O)C=C1)=O)=O bis[4-(4-maleimidophenoxy)phenyl]ethane